2-tert-butyl-1,3-oxazole-5-carboxylic acid C(C)(C)(C)C=1OC(=CN1)C(=O)O